BrC=1C(=C(C(=O)OCOC)C(=C(C1O)C)OCOC)C methoxymethyl 3-bromo-4-hydroxy-6-(methoxymethoxy)-2,5-dimethylbenzoate